FC(C(C(CC)(F)F)(F)F)(F)OCCOCCOCCOCCOCCOCCO hexaethylene glycol (1,1,2,2,3,3-hexafluoropentyl) ether